N-[3,5-difluoro-4-({6-methoxy-7-[2-(methylamino)ethoxy]quinolin-4-yl}oxy)phenyl]-4-ethoxypyridine-3-carboxamide FC=1C=C(C=C(C1OC1=CC=NC2=CC(=C(C=C12)OC)OCCNC)F)NC(=O)C=1C=NC=CC1OCC